eicosyl-imidazole C(CCCCCCCCCCCCCCCCCCC)C=1NC=CN1